FC(C1=CN=C(S1)C1=CN=C2N1N=C(C=C2)N[C@@H]2CC[C@H](OC2)C(C)(C)O)(F)F 2-((2s,5r)-5-((3-(5-(trifluoromethyl)thiazol-2-yl)imidazo[1,2-b]pyridazin-6-yl)amino)tetrahydro-2H-pyran-2-yl)propan-2-ol